CC1=C(C(=O)OC)C=C(C=C1)OCC12CCCN2CCC1 Methyl 2-methyl-5-((tetrahydro-1H-pyrrolizin-7a(5H)-yl)methoxy)benzoate